NC1=NC(=CC(=N1)NC1=CC=C(C=C1)C)N(C)C 2-amino-4-(4-methylanilino)-6-dimethylamino-pyrimidine